tert-butyl 6-nitro-1H-indazole-1-carboxylate [N+](=O)([O-])C1=CC=C2C=NN(C2=C1)C(=O)OC(C)(C)C